methyl 2-(methoxymethoxy)-4-(4-(trifluoromethyl)-1H-imidazol-2-yl)benzoate COCOC1=C(C(=O)OC)C=CC(=C1)C=1NC=C(N1)C(F)(F)F